N1(C=NC=C1)C1=NC=CC(=N1)C(=O)NC=1C=NC=CC1 2-(1H-imidazol-1-yl)-N-(pyridin-3-yl)pyrimidine-4-carboxamide